5-(2-(3-(2-((1,5-dimethyl-1H-pyrazol-3-yl)amino)-5-methylpyrimidin-4-yl)-1H-indol-7-yl)-1-oxoisoindolin-4-yl)picolinonitrile CN1N=C(C=C1C)NC1=NC=C(C(=N1)C1=CNC2=C(C=CC=C12)N1C(C2=CC=CC(=C2C1)C=1C=CC(=NC1)C#N)=O)C